C(C)(C)(C)OC(=O)N1CCN(CC1)CC1=CC(=C(C=C1)[N+](=O)[O-])NCC(CCCO)C 4-(3-((5-hydroxy-2-methylpentyl)amino)-4-nitrobenzyl)piperazine-1-carboxylic acid tert-butyl ester